1-Methyl-3-((tetrahydro-2H-pyran-4-yl)methoxy)-1H-pyrazolo[4,3-b]pyridin-6-amine CN1N=C(C2=NC=C(C=C21)N)OCC2CCOCC2